C[N+](CCCS(=O)(=O)[O-])(CC1=CC=C(C=C1)C=C)C 3-(dimethyl(4-vinylbenzyl)ammonio)propane-1-sulfonate